tert-butyl 7-(1-(1-((2-chloro-4-(trifluoromethyl)phenyl)carbamoyl) cyclobutyl)-1H-pyrazol-4-yl)-2,7-diazaspiro[3.5]nonane-2-carboxylate ClC1=C(C=CC(=C1)C(F)(F)F)NC(=O)C1(CCC1)N1N=CC(=C1)N1CCC2(CN(C2)C(=O)OC(C)(C)C)CC1